[PH2]([O-])=O.[Na+] Natrium phosphinat